FC1=C(C(=CC(=C1)F)OC)C1=NC=CC2=C1CN(C2=O)C2=NC(=NC(=C2)C)N2CCNCC2 4-(2,4-difluoro-6-methoxyphenyl)-2-(6-methyl-2-(piperazin-1-yl)pyrimidin-4-yl)-2,3-dihydro-1H-pyrrolo[3,4-c]pyridin-1-one